Pyridin-2-ylmethyl 2-(4-ethoxyphenyl)thiazole-4-carboxylate C(C)OC1=CC=C(C=C1)C=1SC=C(N1)C(=O)OCC1=NC=CC=C1